2-[2-(2,4-Diamino-pyrimidin-5-yloxy)-4-iodo-5-methoxy-phenyl]-propan-1-ol NC1=NC=C(C(=N1)N)OC1=C(C=C(C(=C1)I)OC)C(CO)C